FC1CN(CCC1NC=1C=2N(C=C(C1)I)C(=CN2)CC(F)(F)F)C(=O)OC(C)(C)C tert-butyl 3-fluoro-4-((6-iodo-3-(2,2,2-trifluoroethyl)imidazo[1,2-a]pyridin-8-yl) amino)piperidine-1-carboxylate